ClC=1C(=NC(=NC1)N[C@H]1CN(CC1)C(=O)C1=CC=C(C=C1)NC(\C=C\CN1C[C@H](CCC1)F)=O)OC (E)-N-(4-((R)-3-((5-chloro-4-methoxypyrimidin-2-yl)amino)pyrrolidine-1-carbonyl)phenyl)-4-((S)-3-fluoropiperidin-1-yl)but-2-enamide